4,3-diphenylpyrazine C1(=CC=CC=C1)N1C(C=NC=C1)C1=CC=CC=C1